5-(o-methylphenoxymethyl)-7-oxo-bicyclo[2.2.1]Hept-2-ene CC1=C(OCC2C3C=CC(C2)C3=O)C=CC=C1